ethyl 3-bromo-1-isopropyl-1H-pyrazole-4-carboxylate BrC1=NN(C=C1C(=O)OCC)C(C)C